F[P-](F)(F)(F)(F)F.C1(C=CC=C1)[Fe+] cyclopentadienyliron (ii) hexafluorophosphate